C=1(C=2N(C=NN1)C=CC2)N pyrrolo[1,2-d][1,2,4]triazin-1-amine